N-(1-(2-Benzyl-2,8-diazaspiro[4.5]decane-8-carbonyl)-1H-pyrazol-3-yl)methanesulfonamide C(C1=CC=CC=C1)N1CC2(CC1)CCN(CC2)C(=O)N2N=C(C=C2)NS(=O)(=O)C